Br.BrCCC1CCNC1 4-(2-bromoethyl)tetrahydropyrrole hydrobromide